NC1=C(C2=CC(=C3C=CC=NC3=C2NC1=O)NS(=O)(=O)C1CC1)C1=C2C=NNC2=C(C=C1)F N-[8-amino-7-(7-fluoro-1H-indazol-4-yl)-9-oxo-10H-1,10-phenanthroline-5-yl]cyclopropanesulfonamide